4-hydroxy-N-(4-(4-methylthiazol-5-yl)-2-(3-(piperazin-1-yl)propoxy)benzyl)pyrrolidine-2-carboxamide OC1CC(NC1)C(=O)NCC1=C(C=C(C=C1)C1=C(N=CS1)C)OCCCN1CCNCC1